1-phenyl-3-[4-(propan-2-yl)phenyl]urea C1(=CC=CC=C1)NC(=O)NC1=CC=C(C=C1)C(C)C